C(=O)(OC(C)(C)C)NCCCNC N-Boc-N'-methyl-1,3-propandiamin